phosphoric acid (Phosphorate) P(O)(O)(O)=O.P(O)(O)(O)=O